FC1=C(C=CC=N1)OC1CC(C1)NCC1=C2C=CN=CC2=CC=C1F 6-fluoro-5-((1r,3r)-3-(((6-fluoroisoquinolin-5-yl)methyl)amino)cyclobutoxy)pyridine